bismuth(III) oxide nitrate [N+](=O)([O-])[O-].[Bi+]=O